N1=CC(=CC=C1)N1N=CC=C1 1-(3-pyridyl)-pyrazole